(3-amino-2-fluoropropyl)(4-((3-amino-2-fluoropropyl)amino)butyl)carbamic acid NCC(CN(C(O)=O)CCCCNCC(CN)F)F